(rac)-2-(4-isopropylphenyl)-5-((4-nitrophenyl)sulfonyl)-3,4,5,5a,6,9-hexahydro-1,2a,5,7-tetraazabenzo[cd]azulene C(C)(C)C1=CC=C(C=C1)C1=NC=2CC=NC[C@@H]3C2N1CCN3S(=O)(=O)C3=CC=C(C=C3)[N+](=O)[O-] |r|